(2R,S)-N-benzyl-2-(3-(dimethylamino)-2,5-dioxopyrrolidin-1-yl)propanamide fumarate C(\C=C\C(=O)O)(=O)O.C(C1=CC=CC=C1)NC([C@@H](C)N1C([C@H](CC1=O)N(C)C)=O)=O